1-(chloromethyl)-4-cyclobutylbenzene ClCC1=CC=C(C=C1)C1CCC1